2-(5-phenylacetamido-1,3,4-thiadiazol-2-yl)ethyl sulphide C1(=CC=CC=C1)CC(=O)NC1=NN=C(S1)CCSCCC=1SC(=NN1)NC(CC1=CC=CC=C1)=O